C1(=CC=C(C=C1)C(CC(=O)O)NC1=CC=C(C=C1)F)C1=CC=CC=C1 3-([1,1'-biphenyl]-4-yl)-3-((4-fluorophenyl)amino)propionic acid